(3-((2-((diethylamino)methyl)benzyl)carbamoyl)phenyl)adipamide C(C)N(CC)CC1=C(CNC(=O)C=2C=C(C=CC2)C(C(=O)N)CCCC(=O)N)C=CC=C1